tert-butyl 4-(bis(4-fluorophenyl) (hydroxy)methyl)piperidine-1-carboxylate FC1=CC=C(C=C1)C(C1CCN(CC1)C(=O)OC(C)(C)C)(O)C1=CC=C(C=C1)F